FC=1C=CC(=NC1)C1=NN2C(COCC2)=C1C1=C2C(=NC(=C1)C)NN=C2 2-(5-fluoro-2-pyridinyl)-3-(6-methyl-1H-pyrazolo[3,4-b]pyridin-4-yl)-6,7-dihydro-4H-pyrazolo[5,1-c][1,4]oxazine